CC=1C=C(OCC(=O)N[C@@H]2CN[C@H](CC2)C=2OC(=NN2)OCCOC(F)(F)F)C=CC1C 2-(3,4-dimethylphenoxy)-N-[(3s,6r)-6-{5-[2-(trifluoromethoxy)ethoxy]-1,3,4-oxadiazol-2-yl}piperidin-3-yl]acetamide